NC1=C(N(N=C1C#N)C1=CC(=CC=C1)Cl)C(=O)O 4-amino-2-(3-chlorophenyl)-5-cyano-pyrazole-3-carboxylic acid